C(C)(C)(C)OC(=O)N1C[C@H](N(CC1)C1=CC=C(C=C1)OCC1=CC=CC=C1)C (R)-4-(4-(benzyloxy)phenyl)-3-methylpiperazine-1-carboxylic acid tert-butyl ester